CO[C@@H]1[C@@H]2N(C(=C(CO2)CSC2=NN=NN2)C(=O)[O-])C1=O 7α-methoxy-3-(5-tetrazolyl)thiomethyl-1-oxa-3-cephem-4-carboxylate